FC=1C(=NC(=NC1)NC1=CC=C(C(=O)O)C=C1)NC1=NNC(=C1)C 4-((5-fluoro-4-((5-methyl-1H-pyrazol-3-yl)amino)pyrimidin-2-yl)amino)benzoic acid